5-Ethyl-5-(1-methylpropyl)barbituric acid C(C)C1(C(NC(NC1=O)=O)=O)C(CC)C